C(C)OC(CCC(=O)N1CC2=CC=C(C(=C2C1)F)OC)=O 4-(4-fluoro-5-methoxy-isoindolin-2-yl)-4-oxo-butanoic acid ethyl ester